CC1(C(OC1C)=O)C 3,3,4-trimethyl-2-oxetanone